COC=1C=CC(=NC1)N1CCC(CC1)CO (1-(5-methoxypyridin-2-yl)piperidin-4-yl)methanol